6'-bromo-4-(3-chloroanilino)-2',2'-difluoro-2'H-spiro[cyclohexane-1,5'-indeno[5,6-d][1,3]dioxole]-4-carboxylic acid BrC=1C2(C3=CC4=C(OC(O4)(F)F)C=C3C1)CCC(CC2)(C(=O)O)NC2=CC(=CC=C2)Cl